OC1=C2C(=CC=C(C2=C(C=C1)O)C(=O)O)C(=O)O 5,8-dihydroxy-1,4-naphthalenedicarboxylic acid